(E)-3-(2-(oxazol-2-yl)-6-(trifluoromethyl)pyridin-3-yl)-N-(2-oxo-2,3-dihydro-1H-benzo[d]imidazol-4-yl)acrylamide O1C(=NC=C1)C1=NC(=CC=C1/C=C/C(=O)NC1=CC=CC=2NC(NC21)=O)C(F)(F)F